2-({8-[4-amino-3-(difluoromethoxy)phenyl]-3-oxo-1H,2H,3H-benzo[e]isoindol-2-yl}methyl)prop-2-enamide NC1=C(C=C(C=C1)C=1C=CC2=C(C=3CN(C(C3C=C2)=O)CC(C(=O)N)=C)C1)OC(F)F